(S)-(2-(6-chloro-3-methoxyquinolin-8-yl)-5-fluoro-7-methyl-7,8-dihydrobenzofuro[5,4-d]thiazol-7-yl)methanol ClC=1C=C2C=C(C=NC2=C(C1)C=1SC2=C(N1)C=C(C1=C2C[C@@](O1)(C)CO)F)OC